Nonane-1-one C(CCCCCCCC)=O